C(#N)[C@H](C[C@H]1C(NCC1)=O)NC([C@H](CC(C)C)NC(CC(C(F)(F)F)(C1=CC=CC=C1)O)=O)=O (2S)-N-[(1S)-1-cyano-2-[(3S)-2-oxopyrrolidin-3-yl]ethyl]-4-methyl-2-[(4,4,4-trifluoro-3-hydroxy-3-phenyl-butanoyl)amino]pentanamide